methyl (4Z,7S)-7-{[tert-butyl(dimethyl)silyl]oxy}non-4-en-8-ynoate [Si](C)(C)(C(C)(C)C)O[C@@H](C\C=C/CCC(=O)OC)C#C